1,4-Dichlorobutane ClCCCCCl